C(C)(=O)OC1=CC=2CN(CCC2S1)CCCCC(=O)C(C(CCCBr)=O)C1=C(C=CC=C1)F 5-[5-bromo-1-(2-fluorophenyl)-2-oxopentyl (oxopentyl)]-4,5,6,7-tetrahydrothieno[3,2-c]pyridin-2-yl acetate